COC1=NC(=NC(=C1)OC)N1C(SC2=C1C=C(C(=C2)F)[N+](=O)[O-])=O 3-(4,6-dimethoxypyrimidine-2-yl)-6-fluoro-5-nitrobenzothiazol-2(3H)-one